C1(CC1)C=1C=NC(=C(C(=O)O)C1)NC=1C=C2C=CN(C2=C(C1)CCC1CC1)C 5-cyclopropyl-2-((7-(2-cyclopropylethyl)-1-methyl-1H-indol-5-yl)amino)nicotinic acid